C(CNC(CCCCC)=O)NC(CCCCC)=O N,N'-ethane-1,2-diylbis(hexanamide)